1-butanol C(CCC)O